C([C@H](O)[C@@H](O)C(=O)O)(=O)O.N[C@@H](CC1=CC=CC=C1)C(=O)OC[C@H]1O[C@H]([C@@H]([C@H]([C@@H]1O)O)O)C1=CC(=C(C=C1)Cl)CC1=CC=C(C=C1)O[C@@H]1COCC1 ((2R,3S,4R,5R,6S)-6-(4-chloro-3-(4-(((S)-tetrahydrofuran-3-yl)oxy)benzyl)phenyl)-3,4,5-trihydroxytetrahydro-2H-pyran-2-yl)methyl L-phenylalaninate L-tartaric acid salt